(R)-5-(2-(4,4-Difluorocyclohexyl)-1-(1-methoxypropan-2-yl)-1H-benzo[d]imidazol-6-yl)-1,3-dimethylpyridin-2(1H)-one FC1(CCC(CC1)C1=NC2=C(N1[C@@H](COC)C)C=C(C=C2)C=2C=C(C(N(C2)C)=O)C)F